C(#N)C(CNC=1C(=CC=C2C=CC(=CC12)C1=NC=CC(=N1)C(=O)NC1CCC(CC1)N(C)C)OCCOC)=C 2-{8-[(2-cyano-2-methylideneethyl)amino]-7-(2-methoxyethoxy)naphthalen-2-yl}-N-[(1s,4s)-4-(dimethylamino)cyclohexyl]pyrimidine-4-carboxamide